FC1=C(C=CC=C1)C1=NC=CC(N1)=O (2-fluorophenyl)pyrimidin-4(3H)-one